O[C@@H](C(=O)NCCC(=O)O)C(CO)(C)C 3-[(2R)-(2,4-Dihydroxy-3,3-dimethylbutanoyl)amino]propanoic acid